[Li].NC1=C(C=C(C(=C1)O)C1=NC=C(C2=C1C(=NO2)N)C=2C=NN(C2)C2OCCCC2)C(C)=O 1-(2-amino-5-(3-amino-7-(1-(tetrahydro-2H-pyran-2-yl)-1H-pyrazol-4-yl)isoxazolo[4,5-c]pyridin-4-yl)-4-hydroxyphenyl)ethan-1-one lithium